NCCC(O)C=1C=C(OCC2(CCCCCC2)O)C=CC1 1-((3-(3-amino-1-hydroxypropyl)phenoxy)methyl)cycloheptanol